C(#N)C1=C2C(=NC=N1)NN=C2C2=C(C1=C(N(N=C1C=C2)C)Cl)Cl 4-cyano-3-(3,4-dichloro-2-methyl-2H-indazol-5-yl)-1H-pyrazolo[3,4-d]pyrimidine